ClC1=C(C=C2C=C(N=CC2=C1)NC(=O)C1CC12CCC(CC2)(F)F)N2CCN(CC2)C2(COCC2O)C Rac-N-(7-chloro-6-(4-(4-hydroxy-3-methyltetrahydrofuran-3-yl)piperazin-1-yl)isoquinolin-3-yl)-6,6-difluorospiro[2.5]octane-1-carboxamide